ethyl (R)-(4-((1-hydroxyhexan-2-yl)amino)-8-methylquinazolin-2-yl)carbamate OC[C@@H](CCCC)NC1=NC(=NC2=C(C=CC=C12)C)NC(OCC)=O